FC1=CC=C(C=C1)N1N=CC2=CC(=C(C=C12)C)N1C(CN(CC1)S(=O)(=O)C=1C=NN(C1)CCC)C1=CC=CC=C1 1-(4-fluorophenyl)-6-methyl-5-(2-phenyl-4-((1-propyl-1H-pyrazol-4-yl)sulfonyl)piperazin-1-yl)-1H-indazole